(1R,5S)-3-(3-fluoro-4-nitrophenyl)-3,8-diazabicyclo[3.2.1]octane-8-carboxylic acid tert-butyl ester C(C)(C)(C)OC(=O)N1[C@H]2CN(C[C@@H]1CC2)C2=CC(=C(C=C2)[N+](=O)[O-])F